N1(CCCCCC1)C[Si](OC)(OC)C (1-hexamethyleneimino)methylmethyldimethoxysilane